FC1=C(C(=CC(=C1)NC1CN(C1)CCCF)F)[C@H]1N([C@@H](CC2=CC(=CC=C12)C(=O)OC)C)CC(F)(F)F methyl (1S,3R)-1-(2,6-difluoro-4-((1-(3-fluoropropyl)azetidin-3-yl)amino)phenyl)-3-methyl-2-(2,2,2-trifluoroethyl)-1,2,3,4-tetrahydroisoquinoline-6-carboxylate